ClC1=C(C=CC=2C3=C(NC12)CCN(C3C)C(CNC(OC(C)(C)C)=O)=O)Cl tert-butyl N-(2-{6,7-dichloro-1-methyl-1H,3H,4H,5H-pyrido[4,3-b]indol-2-yl}-2-oxoethyl)carbamate